Methyl {[5-(4-bromo-2-fluorophenyl)-1-(2,4-difluorophenyl)-1H-1,2,4-triazol-3-yl]oxy}acetate BrC1=CC(=C(C=C1)C1=NC(=NN1C1=C(C=C(C=C1)F)F)OCC(=O)OC)F